2-(((1r,4r)-4-(((4-fluorophenyl)(m-tolyl)carbamoyloxy)methyl)cyclohexyl)methoxy)acetic acid FC1=CC=C(C=C1)N(C(=O)OCC1CCC(CC1)COCC(=O)O)C=1C=C(C=CC1)C